(1R,6S)-6-{[(3S)-1-(2,2-dimethylpropyl)pyrrolidin-3-yl]oxy}-2,2-difluorocyclohexane-1-amine CC(CN1C[C@H](CC1)O[C@H]1CCCC([C@@H]1N)(F)F)(C)C